1-(6,7-dihydro-5H-benzo[6,7]cyclohepta[1,2-c]pyridazin-3-yl)-N3-(3-fluoro-4-(3-(3R)-dimethylaminopyrrolidin-1-yl)phenyl)-1H-1,2,4-triazole-3,5-diamine N1=NC(=CC2=C1C1=C(CCC2)C=CC=C1)N1N=C(N=C1N)NC1=CC(=C(C=C1)N1C[C@@H](CC1)N(C)C)F